COC=1C(=CC2=CN(N=C2C1)C1CCC(CC1)NC(OC(C)(C)C)=O)[N+](=O)[O-] tert-butyl ((1r,4r)-4-(6-methoxy-5-nitro-2H-indazol-2-yl)cyclohexyl)carbamate